3-amino-1-(1-(6-(2-hydroxy-4-(1H-pyrazol-4-yl)phenyl)pyridazin-3-yl)octahydro-1,6-naphthyridin-6(2H)-yl)propan-1-one NCCC(=O)N1CC2CCCN(C2CC1)C=1N=NC(=CC1)C1=C(C=C(C=C1)C=1C=NNC1)O